1-Cyclobutyl-3,5-dimethoxybenzene C1(CCC1)C1=CC(=CC(=C1)OC)OC